ClC1=C(C#N)C=C(C(=N1)C=1C=NN2C1N=C(C(=C2)OC)C2CC2)F 2-chloro-6-(5-cyclopropyl-6-methoxypyrazolo[1,5-a]pyrimidin-3-yl)-5-fluoronicotinonitrile